ClC=1C=CC(=C(CN(C(=O)C=2C(=NN(C2F)C)C(F)F)C2CC2)C1)C(F)(F)F N-[5-Chloro-2-(trifluoromethyl)-benzyl]-N-cyclopropyl-3-(difluoromethyl)-5-fluoro-1-methyl-1H-pyrazol-4-carboxamid